COCCCC=1C=C2C=C(NC2=C(C1)NC1CCOCC1)C1=CC=CC=C1 5-(3-methoxypropyl)-2-phenyl-N-(tetrahydro-2H-pyran-4-yl)-1H-indol-7-amine